4-((3-ethyl-7-methoxyquinoxalin-2-yl)oxy)pyrrolidine-2-carboxylate C(C)C=1C(=NC2=CC(=CC=C2N1)OC)OC1CC(NC1)C(=O)[O-]